ClC=1C=CC(=C(C1)O)C=1N=NC(=CC1C(F)(F)F)N1C[C@H](OCC1)CO 5-chloro-2-[6-[(2S)-2-(hydroxymethyl)morpholin-4-yl]-4-(trifluoromethyl)pyridazine-3-yl]phenol